ethyl 3-((tert-butoxycarbonyl)amino)-5-formylpicolinate C(C)(C)(C)OC(=O)NC=1C(=NC=C(C1)C=O)C(=O)OCC